3,4-dihydro-beta-carboline C1=NCCC=2C3=CC=CC=C3NC12